4-(Bromomethyl)-N,N-Diisopropylbenzenesulfonamide BrCC1=CC=C(C=C1)S(=O)(=O)N(C(C)C)C(C)C